4-[2-(6-methyl-7-oxo-6,7-dihydro-1H-pyrrolo[2,3-c]pyridin-4-yl)-4-(methylsulfonyl)phenoxy]benzonitrile CN1C(C2=C(C(=C1)C1=C(OC3=CC=C(C#N)C=C3)C=CC(=C1)S(=O)(=O)C)C=CN2)=O